(R)-6-methoxy-N-(1-phenylethyl)pyridin-2-amine COC1=CC=CC(=N1)N[C@H](C)C1=CC=CC=C1